Tert-butyl (1-(5-iodopyridin-2-yl)piperidin-4-yl)carbamate IC=1C=CC(=NC1)N1CCC(CC1)NC(OC(C)(C)C)=O